Butyl-((1R,2S,3R,4R)-2,3-dihydroxy-4-(hydroxymethyl)-cyclopentyl)-carbamate C(CCC)OC(N[C@H]1[C@@H]([C@@H]([C@H](C1)CO)O)O)=O